ClC=1C=CC(=C(C1)C1=CC=C2C(=CN=NC2=C1)NCC1=C(C=C(C=C1)OC)OC)N1N=CC=C1 7-(5-chloro-2-pyrazol-1-ylphenyl)-N-[(2,4-dimethoxyphenyl)methyl]cinnolin-4-amine